C1(=CC=CC=C1)N(C=1C=CC=2N(C3=CC=CC=C3C2C1)C1=NC(=C(C(=C1N1C2=CC=CC=C2C=2C=CC=CC12)C1=NC=CC=C1)N1C2=CC=CC=C2C=2C=CC=CC12)N1C2=CC=CC=C2C=2C=CC=CC12)C1=CC=CC=C1 N,N-diphenyl-9-(3',5',6'-tri(9H-carbazol-9-yl)-[2,4'-bipyridin]-2'-yl)-9H-carbazol-3-amine